COC=1C=C2C(=CC=NC2=CC1OC)OC1=CC(=C(C=C1)NC(=O)C1=NC=CN(C1=O)C1=CC=C(C=C1)F)F N-[4-(6,7-dimethoxyquinolin-4-yloxy)-2-fluorophenyl]-3-oxo-4-(4-fluorophenyl)-3,4-dihydropyrazine-2-carboxamide